CC=1C=C(C=C2C(NC(=NC12)C1=NC=CC(=C1)C(F)(F)F)=O)OCCCC1=CC=NC=C1 8-methyl-6-(3-pyridin-4-yl-propoxy)-2-(4-trifluoromethyl-pyridin-2-yl)-3H-quinazolin-4-one